C1(=CC=CC=C1)C=1C=CC=2N(C3=CC=C(C=C3C2C1)C1=CC=CC=C1)C1=NC(=C(C(=C1C1=CC=C(C=C1)N1C2=CC=C(C=C2C=2C=C(C=CC12)C#N)C#N)C1=CC=CC=C1)N1C2=CC=C(C=C2C=2C=C(C=CC12)C1=CC=CC=C1)C1=CC=CC=C1)N1C2=CC=C(C=C2C=2C=C(C=CC12)C1=CC=CC=C1)C1=CC=CC=C1 9-(4-(2,5,6-tris(3,6-diphenyl-9H-carbazol-9-yl)-4-phenylpyridin-3-yl)phenyl)-9H-carbazole-3,6-dicarbonitrile